FC1=C(C=CC=C1)C=1N=C(N=NC1C1=CC(=NC=C1)C(F)(F)F)NC1=NC(=NS1)C N-(5-(2-fluorophenyl)-6-(2-(trifluoromethyl)pyridin-4-yl)-1,2,4-triazin-3-yl)-3-methyl-1,2,4-thiadiazol-5-amine